3',5-dipropyl-3-[(S)-2,6-diamino-1-hexanoyl]amino-2,4'-dihydroxy-1,1'-biphenyl dihydrochloride Cl.Cl.C(CC)C=1C=C(C=CC1O)C1=C(C(=CC(=C1)CCC)NC([C@H](CCCCN)N)=O)O